C(C)(C)(C)OC(=O)N1C[C@H](CC1)CC(=O)N (3R)-3-(2-amino-2-oxo-ethyl)pyrrolidine-1-carboxylic acid tert-butyl ester